7-iodobenzo[4,5]imidazo[1,2-a]pyridine IC=1C=CC2=C(N=C3N2C=CC=C3)C1